methyl 7-bromothieno[3,2-c]pyridine-2-carboxylate BrC=1C2=C(C=NC1)C=C(S2)C(=O)OC